C1(CC1)C1=NC(=CC=C1O[C@@H]1C[C@H](CCC1)C(=O)O)C=1N=NN(C1COC(=O)N(C)CC1CC(C1)(F)F)C (1S,3S)-3-((2-cyclopropyl-6-(5-(((((3,3-difluorocyclobutyl)methyl)(methyl)aminocarbonyl)oxy)methyl)-1-methyl-1H-1,2,3-triazol-4-yl)pyridin-3-yl)oxy)cyclohexane-1-carboxylic acid